[(3-fluorophenoxy)methyl]-6,7-dihydro-5-(2-methoxyphenyl)-thiazolo[5,4-c]pyridin-4(5H)-one FC=1C=C(OCC=2SC=3C(N(CCC3N2)C2=C(C=CC=C2)OC)=O)C=CC1